6-(3-Isopropyl-5-((1-(tetrahydro-2H-pyran-4-yl)pyrrolidin-2-yl)methyl)-1H-indol-2-yl)-7,8-dimethyl-[1,2,4]triazolo[4,3-a]pyridin C(C)(C)C1=C(NC2=CC=C(C=C12)CC1N(CCC1)C1CCOCC1)C=1C(=C(C=2N(C1)C=NN2)C)C